FC1=CC(=CC2=C1N=C(S2)N(C2CC(NC(C2)(C)C)(C)C)C)C=2C=C(C=1N(N2)C=C(N1)C)N 6-{4-Fluoro-2-[methyl-(2,2,6,6-tetramethylpiperidin-4-yl)amino]-1,3-benzothiazol-6-yl}-2-methylimidazo[1,2-b]pyridazin-8-amin